N12CCN(C(CC1)C2)C=2C=1N(C=C(C2)C2CC2)C=C(N1)CNC1=CC(=NC=C1)NC(=O)[C@@H]1[C@H](C1)C1=CC(=CC=C1)Cl (1S,2S)-N-(4-(((8-(1,4-diazabicyclo[3.2.1]octan-4-yl)-6-cyclopropylimidazo[1,2-a]pyridin-2-yl)methyl)amino)pyridin-2-yl)-2-(3-chlorophenyl)cyclopropane-1-carboxamide